ClC=1C=C(C(=C(C1)O)C1=CC=C2C(=N1)N=C(O2)N2CC1=CC(=CC=C1CC2)F)C 5-Chloro-2-[2-(7-fluoro-3,4-dihydro-1H-isoquinolin-2-yl)oxazolo[4,5-b]pyridin-5-yl]-3-methyl-phenol